gamma-L-glutamyl-alpha-naphthylamide N[C@@H](CCC(=O)[N-]C1=CC=CC2=CC=CC=C12)C(=O)O